Isohexane CCCC(C)C